N-(2-chloro-4-trifluoromethylphenyl)-3,4,5-trihydroxybenzamide ClC1=C(C=CC(=C1)C(F)(F)F)NC(C1=CC(=C(C(=C1)O)O)O)=O